N1CC(CC1)OC1=NC=C(C=C1)C(F)(F)F 2-(pyrrolidin-3-yloxy)-5-(trifluoromethyl)pyridine